4-(3-chloro-6-ethoxy-2-methyl-5-(2-methyl-1,3-dioxolan-2-yl)phenyl)pyrrolidin-2-one ClC=1C(=C(C(=C(C1)C1(OCCO1)C)OCC)C1CC(NC1)=O)C